C(CCC)OC(=O)N1CC2CSCC(C1)N2CC2=CC=CC=C2 butyl-9-benzyl-3-thia-7,9-diazabicyclo[3.3.1]nonane-7-carboxylate